C([C@H](CCCCCCCCC)O)O (2S)-undecane-1,2-diol